ClC=1C=C(C=C2C(=NC=3N(C12)C=NN3)N(C3=CC(=CC(=C3)C#CC3(CC3)C)F)CC(F)F)F 9-chloro-N-(2,2-difluoroethyl)-7-fluoro-N-[3-fluoro-5-[2-(1-methylcyclopropyl)ethynyl]phenyl]-[1,2,4]triazolo[4,3-a]quinazolin-5-amine